pyrazol-1-yl-phenol N1(N=CC=C1)C1=C(C=CC=C1)O